N1(CCC1)CCC=1C(=CC(N(C1)C(C(=O)O)CC(C)(C)C)=O)C(F)(F)F 2-(5-(2-(azetidin-1-yl)ethyl)-2-oxo-4-(trifluoromethyl)pyridin-1(2H)-yl)-4,4-dimethylpentanoic acid